C(C1=CC=CC=C1)OC1=CC(=NC=2C=C[N+](CC12)=O)C=1C(=NC(=C(C1)C)C(F)(F)F)N1CCC(CCC1)(F)F 4-benzyloxy-2-[2-(4,4-difluoroazepan-1-yl)-5-methyl-6-(trifluoromethyl)-3-pyridinyl]-6-oxo-1,6-naphthyridin-6-ium